ClC1=C2C(=C(NC2=CC=C1F)C(=O)N1CCN(CC1)C([C@@H]1N(CCC1)C)=O)F (4-chloro-3,5-difluoro-1H-indol-2-yl)(4-(methyl-D-prolyl)piperazin-1-yl)methanone